C(C1=CC=CC=C1)[C@@H]1N(CC[C@]1(C)OC)C(=O)OC(C)(C)C tert-butyl (2S,3S)-2-benzyl-3-methoxy-3-methylpyrrolidine-1-carboxylate